C=1(C(=CC=CC1)C=O)C o-Tolualdehyd